[Cl-].[NH4+].C(CCCCCCCCCCC)C(C1=CC=CC=C1)([Sn](CC1=CC=CC=C1)(C)C)CCCCCCCCCCCC didodecyl-dimethyl-dibenzyl-stannum ammonium chloride